C(C1=CC=CC=C1)OC1=CC=C2C(=C(C=NC2=C1)C(=O)C1=CC=C(C=C1)C(F)(F)F)Cl (7-(benzyloxy)-4-chloroquinolin-3-yl)(4-(trifluoromethyl)phenyl)methanone